C1=CC=C(C=2SC3=C(C21)C=CC=C3)\C=C\3/OC2=C(C3=O)C=CC(=C2)O (Z)-2-(dibenzo[b,d]thiophen-4-ylmethylene)-6-hydroxybenzofuran-3(2H)-one